1-vinyloxy-2,5-xylene C(=C)OC1=C(C=CC(=C1)C)C